bis(4-(carbomethoxy)phenyl)iodonium trifluoromethanesulfonate FC(S(=O)(=O)[O-])(F)F.C(=O)(OC)C1=CC=C(C=C1)[I+]C1=CC=C(C=C1)C(=O)OC